1-(5-aminoindoline-1-yl)-2,2,2-trifluoroethane-1-one NC=1C=C2CCN(C2=CC1)C(C(F)(F)F)=O